((3-(2-Phenylacetamido)-5-(trifluoromethyl)phenyl)carbamoyl)(3-(pyridin-2-ylmethyl)-1,2,3-oxadiazol-3-ium-5-yl)amide C1(=CC=CC=C1)CC(=O)NC=1C=C(C=C(C1)C(F)(F)F)NC(=O)[N-]C1=C[N+](=NO1)CC1=NC=CC=C1